rel-tert-butyl N-[3-methyl-5-[[2-[(2R,5S)-5-methyl-2-(6-methyl-3-pyridyl)-1-piperidyl]-2-oxo-acetyl]amino]-2-pyridyl]carbamate CC=1C(=NC=C(C1)NC(C(=O)N1[C@H](CC[C@@H](C1)C)C=1C=NC(=CC1)C)=O)NC(OC(C)(C)C)=O |o1:12,15|